ClC=1C=C(C=CC1Cl)N1CC2=CC=C(C=C2CC1)C=1C(=NC=CC1)F N-(3,4-Dichlorophenyl)-6-(2-fluoropyridin-3-yl)-3,4-dihydroisoquinoline